OC1=C(C(=CC(=C1S(=O)(=O)C1CN(CCC1)C(C)=O)CCCCC)O)C1=CC(=CC=C1)C 1-(3-((2,6-dihydroxy-3'-methyl-4-pentyl-[1,1'-biphenyl]-3-yl)sulfonyl)piperidin-1-yl)ethan-1-one